C(C(C)(C)C)(=O)OC(C1=CC=CC=C1)=O benzoic acid pivalic anhydride